C(#N)C1=C(C=C(C=C1)CCC(=O)NC1=C(C(=NN1)C1=CC=NC=C1)C)F 3-(4-Cyano-3-fluorophenyl)-N-(4-methyl-3-(pyridin-4-yl)-1H-pyrazol-5-yl)propanamide